6-butyl-3-[3-(3,5-difluoropyridin-2-yl)pyrrolidine-1-carbonyl]-5-(3-methoxyphenyl)pyridine-2,4-diol C(CCC)C1=C(C(=C(C(=N1)O)C(=O)N1CC(CC1)C1=NC=C(C=C1F)F)O)C1=CC(=CC=C1)OC